N1(CCNCC1)C(=O)O.C(C)(C)(C)C12NCC(NC1)C2 tert-butyl-2,5-diazabicyclo[2.2.1]heptane piperazine-1-carboxylate